O1C(CCCC1)OC1(SCCC1)OC1SCCC1 tetrahydropyranyloxytetrahydrothiophenyloxytetrahydrothiophene